N1-((3-(3,3-dimethyl-1-oxaspiro[4.5]decan-8-yl)-6,7-dihydro-4H-pyrazolo[5,1-c][1,4]-oxazin-2-yl)methyl)-N1,N2-dimethylethane-1,2-diamine CC1(COC2(C1)CCC(CC2)C=2C(=NN1C2COCC1)CN(CCNC)C)C